4-(2,6-dichlorobenzamido)-1-(2-(3-(2-((2-(2,6-dioxopiperidin-3-yl)-1,3-dioxoisoindolin-4-yl)amino)ethoxy)propanamido)ethyl)-N-(piperidin-4-yl)-1H-pyrazole-3-carboxamide ClC1=C(C(=O)NC=2C(=NN(C2)CCNC(CCOCCNC2=C3C(N(C(C3=CC=C2)=O)C2C(NC(CC2)=O)=O)=O)=O)C(=O)NC2CCNCC2)C(=CC=C1)Cl